OC1=C(C=C(C2=CC=CC=C12)O)SCCNC(CCNC([C@@H](C(COP(OP(OC[C@@H]1[C@H]([C@H]([C@@H](O1)N1C=NC=2C(N)=NC=NC12)O)OP(=O)(O)O)(=O)O)(=O)O)(C)C)O)=O)=O 1,4-dihydroxyl-2-naphthalenyl-CoA